2-[2-chloro-4-[[5-(2,3-difluoro-4-methoxy-phenyl)-1-methyl-imidazole-2-carbonyl]amino]benzoyl]-2-azaspiro[3.3]heptane-6-carboxylic acid ClC1=C(C(=O)N2CC3(C2)CC(C3)C(=O)O)C=CC(=C1)NC(=O)C=1N(C(=CN1)C1=C(C(=C(C=C1)OC)F)F)C